COC=1C=C(C=CC1)CN1C(CCC2=CC(=CC=C12)[N+](=O)[O-])=O 1-[(3-methoxyphenyl)methyl]-6-nitro-3,4-dihydroquinolin-2-one